3-isobutoxy-4-(4-methylpiperazin-1-yl)aniline C(C(C)C)OC=1C=C(N)C=CC1N1CCN(CC1)C